C(C)[NH+]1CCCCC1 1-ethylpiperidin-1-ium